COC(C(O)=O)C1=CC=CC=C1 methoxyphenyl-oxo-ethanol